[N+](=O)([O-])C=1C=NC=2CN(CCC2C1)C(=O)[O-] 3-nitro-5,8-dihydro-1,7-naphthyridine-7(6H)-carboxylate